BrC=1N=NN(C1Br)CCOCCOC 4,5-dibromo-1-[(2-methoxyethoxy)ethyl]-1,2,3-triazole